tert-butyl (2s,5s)-4-(5-amino-6-((8-chloronaphthalen-1-yl) carbamoyl)-2-(((S)-1-methylpyrrolidin-2-yl) methoxy) pyrimidin-4-yl)-2,5-dimethylpiperazine-1-carboxylate NC=1C(=NC(=NC1C(NC1=CC=CC2=CC=CC(=C12)Cl)=O)OC[C@H]1N(CCC1)C)N1C[C@@H](N(C[C@@H]1C)C(=O)OC(C)(C)C)C